N1=CC=C(C=C1)COC1=C(C=O)C=CC=C1 2-(pyridin-4-ylmethoxy)benzaldehyde